5-(1-methyl-1H-benzo[d][1,2,3]triazol-6-yl)-N-(2-azaspiro[3.3]heptan-6-yl)pyrrolo[2,1-f][1,2,4]triazin-2-amine CN1N=NC2=C1C=C(C=C2)C=2C=CN1N=C(N=CC12)NC1CC2(CNC2)C1